O1C(=NN=C1)C1=CC=2N(C(=C1)OC1=CC=C(OCCCN3C4COCC3C4)C=C1)C=NC2 6-[3-[4-[7-(1,3,4-oxadiazol-2-yl)imidazo[1,5-a]pyridin-5-yl]oxyphenoxy]propyl]-3-oxa-6-azabicyclo[3.1.1]heptane